C(CC)OCOCCCC(CC(CC(C)Br)C)C 8-bromo-4,6-dimethylnonyl propyloxymethyl ether